6-chloro-7-[(2R,4Z)-2-[[(3-chloro-6-methoxypyridin-2-yl)oxy]methyl]-4-(methoxyimino)pyrrolidin-1-yl]-1-[6-[3-(dimethylamino)azetidin-1-yl]pyridin-3-yl]-4-oxoquinoline-3-carboxylic acid ClC=1C=C2C(C(=CN(C2=CC1N1[C@H](C/C(/C1)=N/OC)COC1=NC(=CC=C1Cl)OC)C=1C=NC(=CC1)N1CC(C1)N(C)C)C(=O)O)=O